FC(S(=O)(=O)OCCCCCCCCCCCCCCCCCCCCCCCC)(F)F tetracosyl trifluoromethanesulfonate